6-(4-(difluoromethoxy)phenethyl)-4-hydroxypyridazin-3(2H)-one FC(OC1=CC=C(CCC=2C=C(C(NN2)=O)O)C=C1)F